BrC=1N=CC(=NC1)N1CCC2(CC1)[C@@H](C1=CC=CC=C1C2)NC(OC(C)(C)C)=O (S)-tert-butyl (1'-(5-bromopyrazin-2-yl)-1,3-dihydrospiro[indene-2,4'-piperidin]-1-yl)carbamate